FC(C(=O)O)(F)F.FC=1C(=NC(=NC1)NC=1C=C(C=CC1)S(=O)(=O)N)NC=1C=C(C2=C(NC(O2)=O)C1)F 3-(5-fluoro-4-(7-fluoro-2-oxo-2,3-dihydrobenzo[d]oxazol-5-ylamino)pyrimidin-2-ylamino)benzenesulfonamide trifluoroacetate salt